[C@H]12CC(C[C@H](CC1)N2)OC2=CC=C(N=N2)C=2C=CC(=C1C=NNC21)C=2N=NN(C2)C 7-{6-[(1R,3S,5S)-8-azabicyclo[3.2.1]octan-3-yloxy]pyridazin-3-yl}-4-(1-methyl-1,2,3-triazol-4-yl)-1H-indazole